C1NCCC1 2-azacyclopentane